N-(2-(N-benzyl-2-hydroxy-3,3-dimethylbutanamido)-4-METHYLPHENYL)-2,3,4,5,6-pentafluorobenzamide C(C1=CC=CC=C1)N(C(C(C(C)(C)C)O)=O)C1=C(C=CC(=C1)C)NC(C1=C(C(=C(C(=C1F)F)F)F)F)=O